lysergic acid diethylamide hemitartrate C(=O)(O)C(O)C(O)C(=O)O.C(C)N(C(=O)[C@H]1CN(C)[C@@H]2CC3=CNC4=CC=CC(C2=C1)=C34)CC.C(=O)([C@H]3CN(C)[C@@H]4CC1=CNC2=CC=CC(C4=C3)=C12)N(CC)CC